[O-]S(=O)(=O)C(F)(F)F.C(CCCCCCC)[N+]1=C(C=CC=C1)CC 1-Octyl-2-ethylpyridinium triflat